Phenyl-2-acryloyloxy-3-methoxybenzoate C1(=CC=CC=C1)OC(C1=C(C(=CC=C1)OC)OC(C=C)=O)=O